ClC=1C=NC=2N(C1)C(=C(N2)CC)C(=O)O 6-chloro-2-ethyl-imidazo[1,2-a]Pyrimidine-3-carboxylic acid